2-(4-(2-(5-(hydroxymethyl)furan-2-yl)-6-(phenylsulfonyl)imidazo[4,5-d]pyrrolo[2,3-b]pyridin-1(6H)-yl)-1H-pyrazol-1-yl)acetonitrile OCC1=CC=C(O1)C1=NC=2C(=C3C(=NC2)N(C=C3)S(=O)(=O)C3=CC=CC=C3)N1C=1C=NN(C1)CC#N